(R)-7-amino-4-(3-(difluoromethyl)benzyl)-6-fluoro-2-methyl-2H-benzo[b][1,4]oxazin-3(4H)-one NC=1C(=CC2=C(O[C@@H](C(N2CC2=CC(=CC=C2)C(F)F)=O)C)C1)F